tert-butyl 3-(4-((tert-butoxycarbonyl) ((2s,4r)-2-methyl-1-propionyl-1,2,3,4-tetrahydroquinolin-4-yl) amino) benzoyl)-5,6-dihydroimidazo[1,2-a]pyrazine-7(8H)-carboxylate C(C)(C)(C)OC(=O)N(C1=CC=C(C(=O)C2=CN=C3N2CCN(C3)C(=O)OC(C)(C)C)C=C1)[C@@H]1C[C@@H](N(C3=CC=CC=C13)C(CC)=O)C